BrC1=C(C=2[C@](C3=C(NC2N=C1)CC(CC3=O)(C)C)(C3=CC=CC=C3)C)F (S)-3-bromo-4-fluoro-5,8,8-trimethyl-5-phenyl-7,8,9,10-tetrahydrobenzo[b][1,8]naphthyridin-6(5H)-one